[Si](C)(C)(C(C)(C)C)OC=1C=CC=2C(C3=CC=C(C=C3OC2C1)O[Si](C)(C)C(C)(C)C)=O 3,6-bis(t-butyldimethylsilyloxy)xanthone